C(C(C)C)C=1C=C(C=CC1)C(C)=O 1-(3-isobutylphenyl)ethanone